(S)-2-(4,6-dimethylpyrazolo[1,5-a]pyrazin-2-yl)-6-(hexahydropyrrolo[1,2-a]pyrazin-2(1H)-yl)quinazolin-4(3H)-one CC=1C=2N(C=C(N1)C)N=C(C2)C2=NC1=CC=C(C=C1C(N2)=O)N2C[C@H]1N(CC2)CCC1